[Cl-].C(=O)(O)COCC(C)C1CCC(CC1)OCC1[NH2+]CCCC1O 2-[({4-[1-(carboxymethoxy)propan-2-yl]cyclohexyl}oxy)methyl]-3-hydroxypiperidin-1-ium chloride